2-(7-((2S,5R)-4-(1-(4-(methoxymethyl)phenyl)ethyl)-2,5-dimethylpiperazin-1-yl)-4-methyl-5-oxo-4,5-dihydro-2H-pyrazolo[4,3-b]pyridin-2-yl)acetonitrile COCC1=CC=C(C=C1)C(C)N1C[C@@H](N(C[C@H]1C)C=1C=2C(N(C(C1)=O)C)=CN(N2)CC#N)C